Iron antimony [Sb].[Fe]